COCC=1C=CC=2N(C(C=C(N2)C(F)(F)F)=O)C1 7-(methoxymethyl)-2-(trifluoromethyl)-4H-pyrido[1,2-a]pyrimidin-4-one